2-[1,1,2,2,2-2H5]Ethyl-5-[1-(2-fluoro-6-methyl-phenyl)-piperidin-4-yl]-7-(2-trifluoromethyl-benzyl)-2,4,5,7-tetrahydro-pyrazolo[3,4-d]pyrimidin-6-one C(C([2H])([2H])[2H])([2H])([2H])N1N=C2N(C(N(CC2=C1)C1CCN(CC1)C1=C(C=CC=C1C)F)=O)CC1=C(C=CC=C1)C(F)(F)F